4-amino-8-benzyloxy-5,5-dimethyl-benzo[h]quinazolin-6-one NC1=NC=NC=2C3=C(C(C(C12)(C)C)=O)C=C(C=C3)OCC3=CC=CC=C3